FC(C=1C=CC(=NC1)OCC1CC2(C1)CCN(CC2)C(=O)OC(C)(C)C)(F)F tert-butyl 2-(((5-(trifluoromethyl)pyridin-2-yl)oxy)methyl)-7-azaspiro[3.5]nonane-7-carboxylate